The molecule is a monocarboxylic acid anion resulting from the removal of a proton from the carboxy group of (S)-dichlorprop. The major species at pH 7.3 It is a conjugate base of a (S)-dichlorprop. It is an enantiomer of a (R)-dichlorprop(1-). C[C@@H](C(=O)[O-])OC1=C(C=C(C=C1)Cl)Cl